C12C(CC(CC1)C2)NC(OC(C)(C)C)=O tert-Butyl (Bicyclo[2.2.1]heptan-2-yl)carbamate